(±)-ethyl 4-amino-1-(sec-butyl)-3-methyl-1H-pyrazole-5-carboxylate NC=1C(=NN(C1C(=O)OCC)[C@H](C)CC)C |r|